C(C)(C)(C)C=1C=C(C=CC1)C1=CC(=CC=C1)[C@H](C(=O)N1CC2=C(CCC1)N=C(NC2=O)C2(CC2)C=2C=NC=C(C2)C2CCCCC2)O (R)-6-(2-(3'-(tert-butyl)-[1,1'-biphenyl]-3-yl)-2-hydroxyacetyl)-2-(1-(5-cyclohexylpyridin-3-yl)cyclopropyl)-3,5,6,7,8,9-hexahydro-4H-pyrimido[5,4-c]azepin-4-one